2-methoxy-5-isobutoxy-6-mercapto-1,3-phenylenediamine COC1=C(C(=C(C=C1N)OCC(C)C)S)N